FC1=C(OC2CCN(CC2)C2=C(C=CC(=N2)C#N)[N+](=O)[O-])C=CC(=C1)F 6-(4-(2,4-difluorophenoxy)piperidin-1-yl)-5-nitropyridinecarbonitrile